N[C@@H]1[C@@H](CCC1)C(=O)OCC ethyl (1R,2S)-2-aminocyclopentanecarboxylate